FC1=CC=2N(C=C1)C(=CN2)C2=C1CNC(C1=C(C=C2)NC2=NC(=C(C=C2)C2COCC2)CN2CCCC2)=O 4-(7-fluoro-imidazo[1,2-a]pyridin-3-yl)-7-[[6-(pyrrolidin-1-ylmethyl)-5-tetrahydro-furan-3-yl-2-pyridyl]amino]isoindolin-1-one